(S)-3-((R)-4-methylphenyl-sulfinylamino)-3-(3-(thiazol-2-yl)phenyl)propanoic acid ethyl ester C(C)OC(C[C@@H](C1=CC(=CC=C1)C=1SC=CN1)N[S@](=O)C1=CC=C(C=C1)C)=O